6-(4-chlorophenyl)-5-methyl-3-oxo-2,3,4,5-tetrahydropyridazine-4-carboxylic acid ethyl ester C(C)OC(=O)C1C(NN=C(C1C)C1=CC=C(C=C1)Cl)=O